N-ethyl-2-morpholinoethylamine oxide C(C)[NH+](CCN1CCOCC1)[O-]